((5-(4-methoxy-3-methylphenyl)thiophen-2-yl)methyl)quinoxaline-6-carboxamide COC1=C(C=C(C=C1)C1=CC=C(S1)CC1=NC2=CC=C(C=C2N=C1)C(=O)N)C